3-(2-(4,4-difluoropiperidin-1-yl)-6-methylpyrimidine-4-yl)-5-(4-iodo-2-(6-azaspiro[2.5]octan-6-yl)phenyl)-1,2,4-oxadiazole FC1(CCN(CC1)C1=NC(=CC(=N1)C1=NOC(=N1)C1=C(C=C(C=C1)I)N1CCC2(CC2)CC1)C)F